FC1=CC=C(C=C1)CN(C(CN1C(N[C@]2(CC(C3=CC(=CC=C23)C=2C=NN(C2)C)=O)C1=O)=O)=O)C1(CN(C1)C)C(F)(F)F N-[(4-fluorophenyl)methyl]-2-[(1'S)-5'-(1-methyl-1H-pyrazol-4-yl)-2,3',5-trioxo-2',3'-dihydrospiro[imidazolidin-4,1'-inden]-1-yl]-N-[1-methyl-3-(trifluoromethyl)azetidin-3-yl]acetamide